C(C)(=O)O.C(CC(CCCCCC)O)O 1,3-nonanediol acetate